(9-carbazolyl)-methyl benzoate C(C1=CC=CC=C1)(=O)OCN1C2=CC=CC=C2C=2C=CC=CC12